(1R,2S,5S)-3-((3-(benzyloxy)adamantan-1-yl)glycyl)-3-azabicyclo[3.1.0]hexane-2-carbonitrile C(C1=CC=CC=C1)OC12CC3(CC(CC(C1)C3)C2)NCC(=O)N2[C@@H]([C@@H]3C[C@@H]3C2)C#N